3-(3,4,5-trimethoxybenzylidene)-5-(4-cyanobenzenesulfonyl)-N-(4-fluorobenzenesulfonyl)-4-piperidone COC=1C=C(C=C2CN(CC(C2=O)S(=O)(=O)C2=CC=C(C=C2)C#N)S(=O)(=O)C2=CC=C(C=C2)F)C=C(C1OC)OC